CO[Si]1(N(CCC1)CCCS[Si](OC)(OC)OC)OC 2,2-dimethoxy-N-(trimethoxysilylthiopropyl)-1-aza-2-silacyclopentane